5,12-Naphthacenedione C1=CC=CC=2C(C3=CC4=CC=CC=C4C=C3C(C12)=O)=O